CNS(=O)(=O)CC1=CC2=C(C=C1)NC=C2CCN(C)C The molecule is a sulfonamide that consists of N,N-dimethyltryptamine bearing an additional (N-methylsulfamoyl)methyl substituent at position 5. Selective agonist for a vascular 5-HT1 receptor subtype (probably a member of the 5-HT1D family). Used (in the form of its succinate salt) for the acute treatment of migraine with or without aura in adults. It has a role as a serotonergic agonist and a vasoconstrictor agent. It is a sulfonamide and a member of tryptamines. It derives from a N,N-dimethyltryptamine. It is a conjugate acid of a sumatriptan(1+).